(rac)-tert-butyl 2-(4-isopropyl-2-methylphenyl)-8-oxo-2,3,5a,6,7,8,9,11-octahydro-10-oxa-1,2,5,7-tetraazacyclonona[cd]indene-5(4H)-carboxylate C(C)(C)C1=CC(=C(C=C1)N1N=C2C=3[C@@H](N(CCC13)C(=O)OC(C)(C)C)CNC(COC2)=O)C |r|